ClC=1C=CC2=C(C(CC(O2)C(=O)NC23CC(C2)(C3)NC(COC3=CC(=C(C=C3)Cl)F)=O)NC3CC(C3)O)C1 6-chloro-N-{3-[2-(4-chloro-3-fluorophenoxy)acetamido]bicyclo[1.1.1]pentan-1-yl}-4-{[(1s,3s)-3-hydroxycyclobutyl]amino}-3,4-dihydro-2H-1-benzopyran-2-carboxamide